C1C(CC12CCC1(OCCO1)CC2)OC2=NC=C(C=N2)C(=O)O 2-(8,11-dioxadispiro[3.2.47.24]tridecan-2-yloxy)pyrimidine-5-carboxylic acid